CC(C=O)(CNCC)C 2,2-dimethyl-3-ethylaminopropanal